OC(C(=O)[O-])C1=CN(C2=CC=CC=C12)C.[Na+] Sodium 2-hydroxy-2-(1-methyl-1H-indol-3-yl)acetate